FC1=C(C(=CC=C1)F)C1=CC(=CC=C1)[C@H](CC(=O)O)NC(=O)NC=1C(N(C=C(C1O)C)C)=O (S)-3-(2',6'-difluorobiphenyl-3-yl)-3-(3-(4-hydroxy-1,5-dimethyl-2-oxo-1,2-dihydropyridin-3-yl)ureido)propionic acid